5-[[(4-methoxyphenyl)sulfonyl]amino]-1-methyl-1H-benzimidazole-7-carboxylic acid COC1=CC=C(C=C1)S(=O)(=O)NC1=CC2=C(N(C=N2)C)C(=C1)C(=O)O